2,4-dioxo-1,3,8-triazaspiro[4.6]undecane-8-carboxylic acid (S)-tert-butyl ester C(C)(C)(C)OC(=O)N1CCC2(C(NC(N2)=O)=O)CCC1